C(#N)C=1N=CN2C1C=CC=C2 1-cyanoimidazo[1,5-a]pyridine